C1(=CC=CC=C1)C(C1=CC=CC=C1)(C1=CC=CC=C1)C1=C(C(=C(C(=C1[B-](C1=C(C(=C(C(=C1)F)F)F)F)(C1=C(C(=C(C(=C1)F)F)F)F)C1=C(C(=C(C(=C1)F)F)F)F)F)F)F)F.S1C(=CC=C1)C1(CC1)CO (1-(thiophen-2-yl)cyclopropyl)methanol triphenylmethyl-tetrakis(2,3,4,5-tetrafluorophenyl)borate